C[Si](S[Si](C)(C)C)(C)C 1,1,1,3,3,3-hexamethyldisilathiane